2,6-dimethylquinolinium iodide [I-].CC1=[NH+]C2=CC=C(C=C2C=C1)C